FC=1C=2N(C=C(C1)C=1N=CC3=C(N1)C=CN(C3=O)[C@@H]3C[C@@H](NCC3)C)C=C(N2)C 2-(8-fluoro-2-methyl-imidazo[1,2-a]pyridin-6-yl)-6-[(2S,4S)-2-methyl-4-piperidyl]pyrido[4,3-d]pyrimidin-5-one